C1=CC=CC=2C3=CC=CC=C3N(C12)C=1C=C(C=CC1)C1=CC=C(C=C1)N(C1=CC=C(C(=C1)C1=CC=CC=C1)C1=CC=C(C=C1)C1=CC=CC=C1)C1=CC=C(C=C1)C1=CC=CC=C1 N-{3'-(9H-carbazol-9-yl)-[1,1'-biphenyl]-4-yl}-N-([1,1'-biphenyl]-4-yl)-[1,1':2',1'':4'',1'''-quaterphenyl]-5'-amine